(1R,3S)-3-(((TERT-BUTYLDIPHENYL-SILYL)OXY)METHYL)CYCLOBUTANOL methyl-4-((3-amino-1-(3-bromobenzyl)-1H-1,2,4-triazol-5-yl)amino)benzoate CC1=C(C(=O)OC2CC(C2)CO[Si](C2=CC=CC=C2)(C2=CC=CC=C2)C(C)(C)C)C=CC(=C1)NC1=NC(=NN1CC1=CC(=CC=C1)Br)N